(1,4-diazabicyclo[3.2.2]nonan-4-yl)(3-(3-chloro-4-fluorophenyl)-6,7-dihydropyrano[4,3-c]pyrazol-1(4H)-yl)meth-anone N12CCN(C(CC1)CC2)C(=O)N2N=C(C1=C2CCOC1)C1=CC(=C(C=C1)F)Cl